FC(OC1=NC=CC(=C1)[C@@H](C)N)F |r| (±)-1-(2-(difluoromethoxy)pyridin-4-yl)ethane-1-amine